BrN1C2(N3C(=C(C=CC3=O)C)C1=O)CC1(C2)CCCCC1 bromo-8''-methyl-2''H-dispiro[cyclohexane-1,1'-cyclobutane-3',3''-imidazo[1,5-a]pyridin]-1'',5''-dione